C[O-].C[O-].C[O-].[In+3] indium trimethoxide